2-chloro-7,7-dimethyl-5,6,7,8-tetrahydroquinazoline ClC1=NC=2CC(CCC2C=N1)(C)C